(S)-2-(2-fluoro-4-(tetrahydrofuran-2-yl)phenyl)-N-(3-(4-fluoropiperidin-1-yl)propyl)benzo[d]imidazo[2,1-b]thiazole-7-carboxamide FC1=C(C=CC(=C1)[C@H]1OCCC1)C=1N=C2SC3=C(N2C1)C=CC(=C3)C(=O)NCCCN3CCC(CC3)F